(R)-6-Chloro-5-fluoro-1'-(1-(4-fluorobenzyl)-5-hydroxy-1H-pyrazole-4-carbonyl)spiro[benzo[d][1,3]oxazine-4,3'-piperidin]-2(1H)-one ClC1=C(C2=C(NC(O[C@@]23CN(CCC3)C(=O)C=3C=NN(C3O)CC3=CC=C(C=C3)F)=O)C=C1)F